ClC1=C(C=CC=C1C1=NC=CC(=C1Cl)C1=NC(=C(C=C1)CNCC1NC(CC1)=O)OC)NC(C1=NC=C(C(=C1)OC)CN1CC(CC1)CO)=O N-(2-chloro-3-(3'-chloro-6-methoxy-5-((((5-oxopyrrolidin-2-yl)methyl)amino)methyl)-[2,4'-bipyridin]-2'-yl)phenyl)-5-((3-(hydroxymethyl)pyrrolidin-1-yl)methyl)-4-methoxypicolinamide